ClC1=CC=2N(C=C1)C=C(N2)C(=O)NNC(NC2=C(C=C(C=C2)OC)C)=S 2-(7-Chloroimidazo[1,2-a]pyridine-2-carbonyl)-N-(4-methoxy-2-methylphenyl)hydrazine-1-carbothioamide